C(C)(=O)[O-].C[N+](C)(C)C tetramethylammonium acetate